2-(2-(4,4-difluoropiperidin-1-yl)-6-methylpyridin-4-yl)-5-(4-iodo-2-(6-azaspiro[2.5]oct-6-yl)phenyl)-1,3,4-thiadiazole FC1(CCN(CC1)C1=NC(=CC(=C1)C=1SC(=NN1)C1=C(C=C(C=C1)I)N1CCC2(CC2)CC1)C)F